C12(CC(C1)C2)N2N=CC(=C2)N2N=CC=1C2=NC(=C(C1)Cl)S(=O)(=O)C 1-(1-(bicyclo[1.1.1]pentan-1-yl)-1H-pyrazol-4-yl)-5-chloro-6-(methylsulfonyl)-1H-pyrazolo[3,4-b]pyridine